3-methyloxetan-3-yl-4-(3-(2-methoxypyridin-3-yl)pyrazolo[1,5-a]pyrimidin-5-yl)piperazine-1-carboxylate CC1(COC1)OC(=O)N1CCN(CC1)C1=NC=2N(C=C1)N=CC2C=2C(=NC=CC2)OC